COC1=CC=C(C=C1)CN(C1=CC(=C(C(=N1)C1=C(C=C2C(=NC(=NC2=C1)F)N1CC2CCC(C1)N2C(=O)OC(C)(C)C)Cl)C(F)(F)F)C)CC2=CC=C(C=C2)OC Tert-butyl 3-(7-(6-(bis((4-methoxy phenyl) methyl)amino)-4-methyl-3-(trifluoromethyl)pyridine-2-yl)-6-chloro-2-fluoroquinazolin-4-yl)-3,8-diazabicyclo[3.2.1]octane-8-carboxylate